1-methyl-2-benzimidazolbutanoic acid tert-butyl-4-(4-(5-(2-((tert-butoxycarbonyl)amino)pyridin-4-yl)-2-methyl-3H-imidazo[4,5-b]pyridin-3-yl)-2,6-dichlorophenyl)piperazine-1-carboxylate C(C)(C)(C)OC(=O)N1CCN(CC1)C1=C(C=C(C=C1Cl)N1C(=NC=2C1=NC(=CC2)C2=CC(=NC=C2)NC(=O)OC(C)(C)C)C)Cl.CN2C(=NC1=C2C=CC=C1)CCCC(=O)O